NCC(CN1C=NC=C1)(O)C1=C(C=C(C=C1)F)F 1-amino-2-(2,4-difluorophenyl)-3-(1H-imidazol-1-yl)propan-2-ol